2-[(E)-[(1R)-1-(hydroxymethyl)-2,2-dimethyl-propyl]iminomethyl]-4,6-di-tert-butyl-phenol OC[C@@H](C(C)(C)C)\N=C\C1=C(C(=CC(=C1)C(C)(C)C)C(C)(C)C)O